C1(CC1)OC=1C=C(C=C2C=C(N=NC12)C)C(=O)NCC(O)(C1(CC1)F)C1=NC(=C(C(=C1)C(C)(C)O)F)C1=CC=C(C=C1)F (-)-8-Cyclopropoxy-N-(2-(5-fluoro-6-(4-fluorophenyl)-4-(2-hydroxypropan-2-yl)pyridin-2-yl)-2-(1-Fluorocyclopropyl)-2-hydroxyethyl)-3-methylcinnoline-6-carboxamide